1-((1-((2-(3,5-dichlorophenyl)-6-((6-(4-(2-hydroxyethyl)piperazin-1-yl)pyridin-3-yl)oxy)pyridin-4-yl)methyl)piperidin-4-yl)methyl)-3-methylurea ClC=1C=C(C=C(C1)Cl)C1=NC(=CC(=C1)CN1CCC(CC1)CNC(=O)NC)OC=1C=NC(=CC1)N1CCN(CC1)CCO